1-(3-bromo-5-fluoro-2,4-dihydroxyphenyl)ethan-1-one benzyl-2-(1-(3,3-dimethoxycyclobutyl)-2-methylpropyl)-2,6-diazaspiro[3.4]octane-6-carboxylate C(C1=CC=CC=C1)OC(=O)N1CC2(CN(C2)C(C(C)C)C2CC(C2)(OC)OC)CC1.BrC=1C(=C(C=C(C1O)F)C(C)=O)O